5-(chloromethanesulfonyl)-2-fluoro-5,10-dihydro-11H-dibenzo[b,e][1,4]diazepin-11-one ClCS(=O)(=O)N1C2=C(NC(C3=C1C=CC(=C3)F)=O)C=CC=C2